(E)-1-(2-(1-methyl-4-(1-methyl-4-(4-(2-(quinolin-3-yl)vinyl)benzamido)-1H-pyrrole-2-carboxamido)-1H-pyrrole-2-carboxamido)ethyl)piperidine 1-oxide CN1C(=CC(=C1)NC(=O)C=1N(C=C(C1)NC(C1=CC=C(C=C1)\C=C\C=1C=NC2=CC=CC=C2C1)=O)C)C(=O)NCC[N+]1(CCCCC1)[O-]